4-(tert-butoxycarbonyl)-2-fluoro-1,1-dioxo-1λ6-thiomorpholine-2-carboxylic acid C(C)(C)(C)OC(=O)N1CC(S(CC1)(=O)=O)(C(=O)O)F